6-(Tert-butyl)-2-chloro-3-(3-methoxypropoxy)-5,6-dihydro-9H-isoxazolo[3',4':4,5]pyrido[2,1-a]isoquinolin-9-one C(C)(C)(C)C1N2C(C=3C=C(C(=CC3C1)OCCCOC)Cl)=CC=1C(=C2)C(ON1)=O